C1=CC=CC2=C1CCC1=C(CC2O)C=CC=C1 5,6-dihydro-11,12-dihydrodibenzo[A,E]cycloocten-5-ol